(1R,2S,5R)-1-amino-2-((dimethylamino)methyl)-5-(2-((3aR,4R,6R,7aS)-3a,5,5-trimethylhexahydro-4,6-methanobenzo[d][1,3,2]dioxaborol-2-yl)ethyl)cyclohexane-1-carboxylic acid N[C@]1([C@@H](CC[C@H](C1)CCB1O[C@]2([C@@H](O1)C[C@@H]1C([C@H]2C1)(C)C)C)CN(C)C)C(=O)O